C(C)C=1C=CC(=C(C1)S(=O)(=O)NC1=NOC2=C1C=CC=C2C(=O)O)OC 3-(5-ethyl-2-methoxyphenylsulfonamido)benzo[d]isoxazole-7-carboxylic acid